(R)-6-chloro-1-((3aR,4R,6R,6aR)-6-methoxy-2,2-dimethyltetra-hydrofuro[3,4-d][1,3]dioxol-4-yl)isochromane ClC=1C=C2CCO[C@H](C2=CC1)[C@H]1O[C@H]([C@@H]2OC(O[C@@H]21)(C)C)OC